CN1CCN(CC1)C1=CC2=C(N=C(S2)C(=O)O)C=C1 6-(4-methylpiperazine-1-yl)benzo[d]thiazole-2-carboxylic acid